6-naphthaleneacetic acid C1=CC=CC2=CC(=CC=C12)CC(=O)O